2-bromo-N-((6-cyclopropyl-8-(4-(cyclopropylmethyl)piperazin-1-yl)imidazo[1,2-a]pyridin-2-yl)methyl)pyridin-4-amine BrC1=NC=CC(=C1)NCC=1N=C2N(C=C(C=C2N2CCN(CC2)CC2CC2)C2CC2)C1